C1(CC1)C1=CC(=NC=2N1N=C(C2)C2=C(C=C(C=C2)[C@@H]2[C@H](C2)NS(=O)(=O)C)F)C(=O)N2[C@@H](C1=CC=CC=C1CC2)C N-[(1S,2R)-2-(4-{7-Cyclopropyl-5-[(1R)-1-methyl-1,2,3,4-tetrahydroisoquinoline-2-carbonyl]pyrazolo[1,5-a]pyrimidin-2-yl}-3-fluorophenyl)cyclopropyl]methanesulfonamide